(S)-N-(1-(4-bromophenyl)ethyl)-2-(4-oxothieno[2,3-d]pyridazin-5(4H)yl)acetamide BrC1=CC=C(C=C1)[C@H](C)NC(CN1N=CC2=C(C1=O)C=CS2)=O